[N+](=O)([O-])C1(C(C=CC=C1)OC)OC ortho-nitroveratrole